NC1=NC=NN2C1=C(C(=N2)C2=CC=C(C=C2)NC(C=C)=O)C2=CC1=C(C(NCCO1)=O)C=C2 N-(4-(4-amino-5-(5-oxo-2,3,4,5-tetrahydrobenzo[f][1,4]oxazepin-8-yl)pyrazolo[5,1-f][1,2,4]triazin-6-yl)phenyl)acrylamide